O1S(C=CC=N1)(=O)=O 1,2,6-oxathiazine-2,2-dioxide